[C@H]1([C@H](O)[C@@H](O)[C@@H](O)[C@H](O1)CO)OC[C@@H]([C@@H]([C@@H](CCCCC)O)O)NC(CCCCCCCCCCCCCCCCCCCCCCCCCC)=O (2S,3S,4R)-1-O-(α-D-galactosyl)-2-(N-heptacosanoylamino)-1,3,4-nonanetriol